CN(C=1C(NC=CC1)=O)C 3-(dimethylamino)pyridin-2(1H)-one